(3S,5R)-3-((benzo[d][1,3]dioxol-5-oxy)methyl)-5-(4-fluorophenyl)piperidine O1COC2=C1C=CC(=C2)OC[C@@H]2CNC[C@H](C2)C2=CC=C(C=C2)F